OC1=C(C=C(C=C1)C)C1=CC=CC=C1 2-(2'-hydroxyl-5'-methylphenyl)benzene